4-(5-methylbenzo[d]oxazol-2-yl)-6,7-dihydro-1H-imidazo[4,5-c]pyridin CC=1C=CC2=C(N=C(O2)C2=NCCC3=C2N=CN3)C1